allyl methyl trisulphide CSSSCC=C